dimethyl-4,5-cyclohexanedione CC1(CCC(C(C1)=O)=O)C